4-[2-(tert-butoxy)-2-oxoethyl]phenyl 4-(2-{[5-(2-aminopyrimidine-5-amido)-7-methoxy-2H,3H-imidazo[1,2-c]quinazolin-8-yl]oxy}ethyl)piperazine-1-carboxylate NC1=NC=C(C=N1)C(=O)NC1=NC=2C(=C(C=CC2C=2N1CCN2)OCCN2CCN(CC2)C(=O)OC2=CC=C(C=C2)CC(=O)OC(C)(C)C)OC